(4-tert-butylphenyl)(2-chloro-4,5-dihydroxyphenyl)methanone C(C)(C)(C)C1=CC=C(C=C1)C(=O)C1=C(C=C(C(=C1)O)O)Cl